ClC1=NC(=CC2=C1N(C=N2)C(C)C)C2=CC=C1C(C(N(C1=C2)C2CC(C2)N2C[C@H](CC2)F)=O)(C)C 6-(4-chloro-3-isopropyl-3H-imidazo[4,5-c]pyridin-6-yl)-1-((1S,3s)-3-((R)-3-fluoropyrrolidin-1-yl)cyclobutyl)-3,3-dimethylindolin-2-one